C[N+](CCCCCCCC)(CCCCCCCC)CCCCCCCC methyltris(octyl)ammonium